methyl 2-(2-(3-fluorophenyl) butyrylamino)-5-carbamoyl-4-methylthiophene-3-carboxylate FC=1C=C(C=CC1)C(C(=O)NC=1SC(=C(C1C(=O)OC)C)C(N)=O)CC